Methyl (3-((1-((1R,3R)-3-((methoxycarbonyl)amino)cyclopentyl)-3-methyl-2-oxo-2,3-dihydro-1H-imidazo[4,5-c]pyridin-6-yl)amino)-5-(1-methyl-1H-1,2,3-triazol-4-yl)phenyl)carbamate COC(=O)N[C@H]1C[C@@H](CC1)N1C(N(C=2C=NC(=CC21)NC=2C=C(C=C(C2)C=2N=NN(C2)C)NC(OC)=O)C)=O